CC1=CC=2N(N=C1N1CC=3C=C(C=NC3CC1)C)C=C(N2)C(=O)O 7-methyl-6-(3-methyl-7,8-dihydro-1,6-naphthyridin-6(5H)-yl)imidazo[1,2-b]pyridazine-2-carboxylic acid